tert-butyl 3-(2-((2-(2,6-dioxopiperidin-3-yl)-1,3-dioxoisoindolin-5-yl)amino)ethoxy)pyrrolidine-1-carboxylate O=C1NC(CCC1N1C(C2=CC=C(C=C2C1=O)NCCOC1CN(CC1)C(=O)OC(C)(C)C)=O)=O